C1(CC1)C1CCC(O1)CNC(=O)C=1C=C2/C(/C(NC2=CC1)=O)=C(\CC)/NC=1C=NN(C1)C1CCN(CC1)C(C)C (Z)-N-((5-cyclopropyltetrahydrofuran-2-yl)methyl)-3-(1-((1-(1-isopropylpiperidin-4-yl)-1H-pyrazol-4-yl)amino)propylidene)-2-oxoindoline-5-carboxamide